Nonene-3-yne C=CC#CCCCCC